Br.Br Hydrobromic acid-HBr